1-methyl-3-phenethyl-5-(4-(pyrrolidin-1-yl)benzylidene)-2-selenoxoimidazolidin-4-one CN1C(N(C(C1=CC1=CC=C(C=C1)N1CCCC1)=O)CCC1=CC=CC=C1)=[Se]